2-bromo-4,6-difluorophenol BrC1=C(C(=CC(=C1)F)F)O